C(C)(C)(C)C=1N(C=CN1)CC1=C(C=C(C=C1)C1=CC=CC(=C1)CC(C)C)F 4'-((2-(tert-butyl)-1H-imidazol-1-yl)methyl)-3'-fluoro-5-isobutyl-[1,1'-biphenyl]